N-[(1S)-2-[3-bromo-4-chloro-2-(2,6-difluorobenzoyl)anilino]-1-methyl-2-oxo-ethyl]carbamic acid tert-butyl ester C(C)(C)(C)OC(N[C@H](C(=O)NC1=C(C(=C(C=C1)Cl)Br)C(C1=C(C=CC=C1F)F)=O)C)=O